1-(1,2,3,4,5,6,7,8-Octahydro-2,3,8,8-tetramethyl-2-naphthalenyl)-ethan-1-on CC1(CC=2C(CCCC2CC1C)(C)C)C(C)=O